C(C)(C)NC(O[C@@H]1CC[C@H](CC1)C(N(C1=NC=CC(=C1)C=1C=NN(C1)C(C)C)C[C@@H]1CC[C@H](CC1)C1=NC(=C(C=C1)OC)C#N)=O)=O trans-4-(((trans-4-(6-Cyano-5-methoxypyridin-2-yl)cyclohexyl)methyl) (4-(1-isopropyl-1H-pyrazol-4-yl)pyridin-2-yl)carbamoyl)cyclohexyl isopropylcarbamate